BrC1=CC=C(C=C1)[C@H](C)NC1=NC(=NC2=CC(=CC=C12)F)C N-[(1S)-1-(4-bromophenyl)ethyl]-7-fluoro-2-methyl-quinazolin-4-amine